benzyl 6-(2-(tert-butoxycarbonyl)hydrazino)-4-azaspiro[2.5]octane-4-carboxylate C(C)(C)(C)OC(=O)NNC1CN(C2(CC2)CC1)C(=O)OCC1=CC=CC=C1